BrC1=CC=C2C(=N1)SC=C2S(=O)(=O)NC2=NC=C(C(=N2)OC)OC(CF)(F)F 6-bromo-N-[4-methoxy-5-(1,1,2-trifluoroethoxy)pyrimidin-2-yl]thieno[2,3-b]pyridine-3-sulfonamide